C(C=CCC)C(C(=O)O)CC=CCCCCCCCC(=O)O 2-(2-pentenyl)-4-tridecenedioic acid